1,3-dodecandiol C(CC(CCCCCCCCC)O)O